1-(6-(2,3-dichlorophenyl)quinoxalin-2-yl)-4-methylpiperidin-4-amine ClC1=C(C=CC=C1Cl)C=1C=C2N=CC(=NC2=CC1)N1CCC(CC1)(N)C